2-amino-7-chloro-1,8-naphthyridine NC1=NC2=NC(=CC=C2C=C1)Cl